4'-Chloro-1',2'-dihydrospiro[cyclopentane-1,3'-pyrrolo[2,3-b]pyridin] ClC1=C2C(=NC=C1)NCC21CCCC1